methyl 3-(2-oxopropoxy)benzofuran-2-carboxylate O=C(COC1=C(OC2=C1C=CC=C2)C(=O)OC)C